(1R,2S,5S)-3-(2-(3-acetyl-7-isopropyl-5-(2-methylpyrimidin-5-yl)-1H-pyrazolo[3,4-c]pyridin-1-yl)acetyl)-N-(6-bromo-3-methylpyridin-2-yl)-3-azabicyclo[3.1.0]hexane-2-carboxamide C(C)(=O)C1=NN(C2=C(N=C(C=C21)C=2C=NC(=NC2)C)C(C)C)CC(=O)N2[C@@H]([C@@H]1C[C@@H]1C2)C(=O)NC2=NC(=CC=C2C)Br